1-[4-[7-[6-amino-3-(trifluoromethyl)-2-pyridyl]-6-methylsulfonyl-quinazolin-4-yl]piperazin-1-yl]prop-2-en-1-one NC1=CC=C(C(=N1)C1=C(C=C2C(=NC=NC2=C1)N1CCN(CC1)C(C=C)=O)S(=O)(=O)C)C(F)(F)F